O=C1C=C(OC=C1)C=O 4-oxo-4H-pyran-2-carbaldehyde